COC1=C(C=C2C(=C1)C(=O)C(=CO2)C3=CC=C(C=C3)O)O[C@H]4[C@@H]([C@H]([C@@H]([C@H](O4)COC(=O)CC(=O)O)O)O)O The molecule is a glycosyloxyisoflavone that is glycitin substituted by a malonyl group at position 6''. It has a role as a plant metabolite. It is a glycosyloxyisoflavone, a hydroxyisoflavone, a malonate ester, a monosaccharide derivative and a methoxyisoflavone. It derives from a glycitin.